BrC1=CC=C(C=C1)S[C@@H]1CC[C@H](CC1)N trans-4-((4-bromophenyl)thio)cyclohexan-1-amine